C(#C)S Acetylenethiol